The molecule is a dihydroxybenzoate that is the conjugate base of cannabigerolic acid, obtained by deprotonation of the carboxy group. It derives from an olivetolate. It is a conjugate base of a cannabigerolic acid. CCCCCC1=CC(=C(C(=C1C(=O)O)[O-])C/C=C(\\C)/CCC=C(C)C)O